C[C@H]1[C@H]([C@H]([C@H]([C@@H](O1)O[C@H]2[C@@H]([C@H](O[C@H]([C@@H]2O)OCCCCCN)CO)O)OC)O[C@H]3[C@@H]([C@H]([C@@H]([C@H](O3)CO)O)O)O)O The molecule is a trisaccharide derivative consisting of a beta-D-glucosyl residue glycosidically linked to a 5-aminopentyl group and which carries at O-3 a beta-D-glucosyl-(1->3)-6-deoxy-2-O-methyl-alpha-L-talosyl disaccharide unit. It is a trisaccharide derivative and a glycoside.